tert-butyl (2S,6R)-4-[8-fluoro-6-(8-fluoro-2-methyl-imidazo[1,2-a]pyridin-6-yl)-1-oxo-2-isoquinolyl]-2,6-dimethyl-piperidine-1-carboxylate FC=1C=C(C=C2C=CN(C(C12)=O)C1C[C@@H](N([C@@H](C1)C)C(=O)OC(C)(C)C)C)C=1C=C(C=2N(C1)C=C(N2)C)F